FC(OC1=CC=C(C=C1)C=1C=C2CCCC(C2=CC1)NC(O[C@@H]1CN2CCC1CC2)=O)(F)F (S)-quinuclidin-3-yl (6-(4-(trifluoromethoxy)phenyl)-1,2,3,4-tetrahydronaphthalen-1-yl)carbamate